5-cyclopropyl-2-(4-fluoro-2-methoxy-phenoxy)-N-(3-methylsulfonylphenyl)pyridine-3-carboxamide C1(CC1)C=1C=C(C(=NC1)OC1=C(C=C(C=C1)F)OC)C(=O)NC1=CC(=CC=C1)S(=O)(=O)C